3-bromoterephthalaldehyde BrC=1C=C(C=O)C=CC1C=O